4-methyl-7-acetaminocoumarin CC1=CC(OC2=CC(=CC=C12)NC(=O)C)=O